C(C1=CC=CC=C1)OC(=O)N1CCC(=CC1)C1=CCC(CN1C(=O)OC(C)(C)C)C tert-butyl 6-(1-benzyloxycarbonyl-3,6-dihydro-2H-pyridin-4-yl)-3-methyl-3,4-dihydro-2H-pyridine-1-carboxylate